allyltrifluoromethane palladium [Pd].C(C=C)C(F)(F)F